5-chloro-N-((2,7-dimethylimidazo[1,2-a]pyridin-3-yl)methyl)-3-isopropylpyrazolo[1,5-a]pyrimidin-7-amine ClC1=NC=2N(C(=C1)NCC1=C(N=C3N1C=CC(=C3)C)C)N=CC2C(C)C